6-(8-chloro-4-(isothiazol-5-ylmethyl)-5,6-dihydro-4H-[1,4]oxazepino[5,6,7-de]quinazolin-9-yl)-4-methyl-5-(trifluoromethyl)pyridin-2-amine ClC1=C2C=3C(=NC=NC3C=C1C1=C(C(=CC(=N1)N)C)C(F)(F)F)N(CCO2)CC2=CC=NS2